ClC1=NC(=NC(=N1)Cl)C1=CC=C(C=C1)C1=CC2=CC=CC=C2C=C1 2,4-dichloro-6-(4-(naphthalene-2-yl)phenyl)-1,3,5-triazine